FC1(CCN(CCC1)C1=C(C(=O)NC2=CC(=C(C=C2)F)[S@@](=O)(=N)C)C(=C(C=N1)C=1C=NN(C1)C)C)F (R)-2-(4,4-difluoroazepan-1-yl)-N-(4-fluoro-3-(S-methylsulfonimidoyl)phenyl)-4-methyl-5-(1-methyl-1H-pyrazol-4-yl)nicotinamide